3-methoxy-4-{2-[4-(2,3-dichlorophenyl)piperazine-1-yl]ethoxy}benzylamine COC=1C=C(CN)C=CC1OCCN1CCN(CC1)C1=C(C(=CC=C1)Cl)Cl